(S)-(1-((3-fluoro-4-(3-methylpyridin-4-yl)phenyl)amino)-1-oxo-3,3-diPhenylpropan-2-yl)carbamic acid tert-butyl ester C(C)(C)(C)OC(N[C@H](C(=O)NC1=CC(=C(C=C1)C1=C(C=NC=C1)C)F)C(C1=CC=CC=C1)C1=CC=CC=C1)=O